ClC1=CC(=C2C(=CNC2=C1Cl)C=1C=NNC1)OC(C#N)C 2-[[6,7-Dichloro-3-(1H-pyrazol-4-yl)-1H-indol-4-yl]oxy]propanenitrile